iridium (III) (3-phenylcarbazol-2-yl)beryllium C1(=CC=CC=C1)C=1C(=CC=2NC3=CC=CC=C3C2C1)[Be+].[Ir+3]